7-bromo-8-cyclopropoxy-6-methoxy-2-((((S)-1-methylpyrrolidin-2-yl)methoxy)quinazolin-4-yl)-3-methylpiperazin-1-carboxylate BrC1=CC=C2C(=NC(=NC2=C1OC1CC1)OC[C@H]1N(CCC1)C)C1N(C(CNC1C)OC)C(=O)[O-]